FC1=CC=C(C=C1)C1(CCC2(CCCN12)C(=O)OC)C methyl 3-(4-fluorophenyl)-3-methyltetrahydro-1H-pyrrolizin-7a(5H)-carboxylate